[OH-].C(CCCCC)N1[N+](=C(C=C1C)C)C 2-hexyl-1,3,5-trimethylpyrazolium hydroxide